N-[3-(aminomethyl)pyrazin-2-yl]-N-methylmethanesulfonamide NCC=1C(=NC=CN1)N(S(=O)(=O)C)C